C[C@@H]1C[C@@H]([C@@H]2[C@]([C@H]1C=O)([C@@](CC2(C)C)(C)C=O)O)OC(=O)C The molecule is a cytotoxic fungal metabolite isolated from plant tissues infected by phytopathogen Botrytis cinerea. It has a role as a mycotoxin.